COC(=O)[C@@H]1C(=C([C@H]1C1=CC=CC=C1)C1=CC=C(C=C1)C(C)(C)C)C1SCCCS1 Trans-3-(4-(tert-butyl)phenyl)-2-(1,3-dithian-2-yl)-4-phenylcyclobut-2-ene-1-carboxylic acid methyl ester